C1=CC=CC=2C3=CC=CC=C3C(C12)COC(=O)N[C@H](CN(CC(=O)O)S(=O)(=O)CCNC(=O)OC(C)(C)C)CC(C)C (S)-N-(2-((((9H-fluoren-9-yl)methoxy)carbonyl)amino)-4-methylpentyl)-N-((2-((tert-butoxycarbonyl)amino)ethyl)sulfonyl)glycine